ethyl 6-((1-((1-(allyloxy)-2-methylpropan-2-yl)sulfonyl)cyclopropyl)methyl)-1-methyl-7-oxo-4,5,6,7-tetrahydro-1H-pyrazolo[3,4-c]pyridine-3-carboxylate C(C=C)OCC(C)(C)S(=O)(=O)C1(CC1)CN1C(C2=C(CC1)C(=NN2C)C(=O)OCC)=O